COC=1C=C(C=CC1OC)C=1C(=CC(=C(C1)OC)OC)S(=O)(=O)NCC1=CC=C(C=C1)OC 3',4,4',5-tetramethoxy-N-(4-methoxybenzyl)-[1,1'-biphenyl]-2-sulfonamide